COC1=CC=C(C2=C1NC(=N2)N)C=2C=NN(C2)C 7-Methoxy-4-(1-methyl-1H-pyrazol-4-yl)-1H-benzoimidazol-2-ylamine